(Z)-2,2,2-trifluoro-N-(4-methoxyphenyl)acetimidoyl chloride FC(/C(=N/C1=CC=C(C=C1)OC)/Cl)(F)F